OC1=CC=C(C=C1)/C=C/C(=O)C1=CC=C(C=C1)CCC (E)-3-(4-Hydroxyphenyl)-1-(4-propylphenyl)prop-2-en-1-one